(R)-1-((R)-3-(9H-carbazol-9-yl)-2-hydroxy-2-methylpropyl)-3-fluoropyrrolidin-2-one C1=CC=CC=2C3=CC=CC=C3N(C12)C[C@@](CN1C([C@@H](CC1)F)=O)(C)O